1-ethyl-3-fluoro-1H-pyrazole-4-carboxylic acid C(C)N1N=C(C(=C1)C(=O)O)F